ClC1=C(C=C(OCC(=O)NC23CC(C(CC2)(CC3)C(=O)OCC)=O)C=C1)F ethyl 4-[2-(4-chloro-3-fluorophenoxy)acetamido]-2-oxobicyclo[2.2.2]octane-1-carboxylate